2-Pentylfurane C(CCCC)C=1OC=CC1